4-(3-Amino-1-(4-(2,2-dioxido-2-thia-5-azabicyclo[2.2.1]heptan-5-yl)phenyl)-1H-pyrazol-5-yl)-2-fluorobenzonitrile NC1=NN(C(=C1)C1=CC(=C(C#N)C=C1)F)C1=CC=C(C=C1)N1C2CS(C(C1)C2)(=O)=O